(R)-(3-([1,1'-Biphenyl]-2-ylethynyl)-1H-indazol-5-yl)(3-hydroxypyrrolidin-1-yl)methanone C1(=C(C=CC=C1)C#CC1=NNC2=CC=C(C=C12)C(=O)N1C[C@@H](CC1)O)C1=CC=CC=C1